FC1=CC=C(CN(C(=O)NCC2=CC=C(C=C2)C(CC(C)C)=O)C[C@H]2N(CCC2)C)C=C1 (S)-1-(4-fluorobenzyl)-3-(4-(3-methylbutyryl)benzyl)-1-((1-methylpyrrolidin-2-yl)methyl)urea